CSC1=CC=C(C=C1)C#CC1=CC=C(C=C1)[C@H](C)NC(OC(C)(C)C)=O tert-butyl (S)-(1-(4-((4-(methylthio)phenyl)ethynyl)phenyl)ethyl)carbamate